tert-butyl 4-(dibenzylamino)-3,3-difluoropyrrolidine-1-carboxylate C(C1=CC=CC=C1)N(C1C(CN(C1)C(=O)OC(C)(C)C)(F)F)CC1=CC=CC=C1